(R)-5-(3-(5-chloro-6-(trifluoromethyl)isoindolin-2-yl)-3-oxopropyl)-5-(pyridin-2-yl)imidazolidine-2,4-dione ClC=1C=C2CN(CC2=CC1C(F)(F)F)C(CC[C@]1(C(NC(N1)=O)=O)C1=NC=CC=C1)=O